5-fluoro-6-methoxy-1H-indol FC=1C=C2C=CNC2=CC1OC